ClC=1C=NC(=C(C(=O)NC2CCC(CC2)CN2C(N(C3=C2C=CC=C3)C=3C=C2C(=NNC2=CC3)C)=O)C1)C 5-chloro-2-methyl-N-((1r,4r)-4-((3-(3-methyl-1H-indazol-5-yl)-2-oxo-2,3-dihydro-1H-benzo[d]imidazol-1-yl)methyl)cyclohexyl)nicotinamide